ethyl 2-(6-bromo-4-oxoisochroman-3-yl)-2-oxoacetate BrC=1C=C2C(C(OCC2=CC1)C(C(=O)OCC)=O)=O